ClC1=CC=C2C(=C(C(N(C2=C1)C)=O)C#N)N1CCC(CC1)(C=1OC2=C(N1)C=C(C=C2)C)C 7-chloro-1-methyl-4-[4-methyl-4-(5-methyl-1,3-benzoxazol-2-yl)piperidin-1-yl]-2-oxo-1,2-dihydroquinoline-3-carbonitrile